6-{4-[hydroxy-(4-methoxyphenyl)-phenyl-methyl]Phenoxy}hexanoic acid OC(C1=CC=C(OCCCCCC(=O)O)C=C1)(C1=CC=CC=C1)C1=CC=C(C=C1)OC